4-((2-fluorophenyl)sulfonamido)-N,N-dimethylbenzenesulfonamide FC1=C(C=CC=C1)S(=O)(=O)NC1=CC=C(C=C1)S(=O)(=O)N(C)C